N1=CC=C(C=C1)SC1=CC=CC=C1 phenyl (4-pyridyl) thioether